FC1=CC2=C(C(CO2)C2CN(CCC2)C(=O)OC(C)(C)C)C=C1 tert-butyl 3-(6-fluoro-2,3-dihydro-1-benzofuran-3-yl)piperidine-1-carboxylate